C1(=CC=CC=C1)CC#CC phenyl-2-butyne